tert-Butyl (3-bromo-5-chloro-1-(difluoromethyl)-1H-pyrrolo[3,2-b]pyridin-7-yl)(furan-2-ylmethyl)carbamate BrC1=CN(C=2C1=NC(=CC2N(C(OC(C)(C)C)=O)CC=2OC=CC2)Cl)C(F)F